3-(3-chloro-2-methyl-anilino)-2-[3-[(5,5-dimethyl-1,4-dioxan-2-yl)methoxy]-4-pyridyl]-1,5,6,7-tetrahydropyrrolo[3,2-c]pyridin-4-one ClC=1C(=C(NC2=C(NC3=C2C(NCC3)=O)C3=C(C=NC=C3)OCC3OCC(OC3)(C)C)C=CC1)C